COC1=CC=C(C=N1)CN1N=C2N([C@@H](CCC2)C(=O)N2[C@@H](CCC2)C#N)C1=O (2S)-1-({(5S)-2-[(6-Methoxypyridin-3-yl)methyl]-3-oxo-2,3,5,6,7,8-hexahydro[1,2,4]triazolo[4,3-a]pyridin-5-yl}carbonyl)pyrrolidine-2-carbonitrile